C1(CCCC2=CC=CC=C12)=O (E)-3,4-dihydro-1(2H)-naphthalenone